FC1=C(C(=CC(=C1)C1C(COC2=CC(=CC=C12)O)C1=CC(=CC=C1)OC)F)N1CCC(CC1)CN1CCN(CC1)C=1C=C2CN(C(C2=CC1)=O)C1C(NC(CC1)=O)=O 3-(5-(4-((1-(2,6-Difluoro-4-(7-hydroxy-3-(3-methoxyphenyl)chroman-4-yl)phenyl)piperidin-4-yl)methyl)piperazin-1-yl)-1-oxoisoindolin-2-yl)piperidin-2,6-dion